C(C1=CC=CC=C1)OC1=C(OC(=CC1=O)CP(=O)(OC)OC)C(=O)OC Methyl 3-benzyloxy-6-(dimethoxyphosphorylmethyl)-4-oxo-pyran-2-carboxylate